3-(4-chloro-3-(trifluoromethyl)phenyl)-5-(2-(3,3-difluoroazetidin-1-yl)-2-oxoethyl)-1H-pyrrolo[3,2-c]pyridin-4(5H)-one ClC1=C(C=C(C=C1)C1=CNC2=C1C(N(C=C2)CC(=O)N2CC(C2)(F)F)=O)C(F)(F)F